(R)-2-(6-(2,5-dichloropyrimidin-4-yl)-1-oxoisoindolin-2-yl)-N-((S)-1-(3-fluoro-5-methylphenyl)-2-hydroxyethyl)propionamide ClC1=NC=C(C(=N1)C1=CC=C2CN(C(C2=C1)=O)[C@@H](C(=O)N[C@H](CO)C1=CC(=CC(=C1)C)F)C)Cl